N1=CC(=CC=C1)C=1SC=C(N1)C(=O)N (Pyridine-3-yl)thiazole-4-carboxamide